C(C)(C)(CC)NC1=NC=CC=C1 2-(tert-amyl-amino)pyridine